FCCOC1=CC=C(C=C1)[C@H](C1CCN(CC1)C(=O)N1C[C@@H]2[C@@H](OCC(N2)=O)CC1)C1=CC=CC=C1 |o1:10| (4aR,8aS)-6-[4-[(R or S)-[4-(2-Fluoroethoxy)phenyl]-phenylmethyl]piperidine-1-carbonyl]-4,4a,5,7,8,8a-hexahydropyrido[4,3-b][1,4]oxazin-3-one